BrCCOCCCO[Si](C)(C)C(C)(C)C 3-(2-bromoethoxy)propoxy-tert-butyl-dimethyl-silane